10-(4-chlorophenyl)-8-(4H-1,2,4-triazol-3-yl)-7,8-dihydropyrido[2',3':4,5]pyrrolo[1,2-a]pyrazin-9(6H)-one ClC1=CC=C(C=C1)C=1C2=C(N3C1C(N(CC3)C3=NN=CN3)=O)C=CC=N2